OC(C(=O)O)CCCCCC\C=C/CCCCCCCC hydroxy-cis-9-octadecenoic acid